1-(4-fluorophenyl)-5-isopropyl-2-oxo-pyridine FC1=CC=C(C=C1)N1C(C=CC(=C1)C(C)C)=O